COC1=CC=C2CC(C(OC2=C1)C1=CC(=CC=C1)OC)O (±)-7-methoxy-2-(3-methoxyphenyl)chroman-3-ol